di-tert-butyl 4,4'-(((2R,3S)-2,3-bis(((benzyloxy)carbonyl)amino)succinyl)bis(azanediyl))dibutanoate C(C1=CC=CC=C1)OC(=O)N[C@@H](C(=O)NCCCC(=O)OC(C)(C)C)[C@@H](C(=O)NCCCC(=O)OC(C)(C)C)NC(=O)OCC1=CC=CC=C1